FC(C1=CC=C(CNC2=CC=C(C=C2)NC(CCCCCC)=O)C=C1)(F)F N-(4-((4-(trifluoromethyl)benzyl)amino)phenyl)heptanamide